BrC1=COC2=C1C=C(C=C2)OC 3-Bromo-5-methoxy-benzofuran